(E)-3-(3-Hydroxyphenyl)-1-(4-methylphenyl)prop-2-en-1-one OC=1C=C(C=CC1)/C=C/C(=O)C1=CC=C(C=C1)C